ethyl (6-(trifluoromethoxy)benzo[d]thiazol-2-yl)carbamate FC(OC1=CC2=C(N=C(S2)NC(OCC)=O)C=C1)(F)F